C(=O)=C1C=CC=C2C(=CC=CN12)N1N=CC(=C1C(F)(F)F)C(=O)NC1=CC(=NC=C1)C(F)(F)F 1-(4-carbonyl-4H-quinolizin-9-yl)-5-(trifluoromethyl)-N-(2-(trifluoromethyl)pyridin-4-yl)-1H-pyrazole-4-carboxamide